N-(lauryl)acrylamide C(CCCCCCCCCCC)NC(C=C)=O